4-methoxy-1-{[2-(trimethylsilyl)ethoxy]Methyl}-1H-indazole-7-carboxamide COC1=C2C=NN(C2=C(C=C1)C(=O)N)COCC[Si](C)(C)C